(S)-quinuclidin-3-yl ((R)-6-ethoxy-2,2-dimethyl-5-(4-propylphenyl)-2,3-dihydro-1H-inden-1-yl)carbamate C(C)OC1=C(C=C2CC([C@H](C2=C1)NC(O[C@@H]1CN2CCC1CC2)=O)(C)C)C2=CC=C(C=C2)CCC